N-((R)-1-(3-(difluoromethyl)-2-fluorophenyl)ethyl)-1-(1-(difluoromethyl)cyclopropyl)-4-(((3S,4R)-3-fluoro-1-methylpiperidin-4-yl)amino)-6-oxo-1,6-dihydropyridine-3-carboxamide FC(C=1C(=C(C=CC1)[C@@H](C)NC(=O)C1=CN(C(C=C1N[C@H]1[C@H](CN(CC1)C)F)=O)C1(CC1)C(F)F)F)F